NC=1C(=NC=C(C1)B1OC(C(O1)(C)C)(C)C)OC 3-amino-2-methoxy-5-(4,4,5,5-tetramethyl-1,3,2-dioxaborolan-2-yl)pyridine